3-(3-amino-2-fluorobenzyl)-7-hydroxy-4-methyl-3,4-dihydro-2H-pyrido[2,3-e][1,3]oxazin-2-one NC=1C(=C(CN2C(OC3=C(C2C)N=CC(=C3)O)=O)C=CC1)F